(2-((5-fluoro-1-(1-methyl-1H-pyrazol-4-yl)-1H-benzo[d]imidazol-2-yl)amino)benzo[d]oxazol-5-yl)methanol FC1=CC2=C(N(C(=N2)NC=2OC3=C(N2)C=C(C=C3)CO)C=3C=NN(C3)C)C=C1